2-(4-methylphenyl)-3,4-dihydroquinazolin-4-one CC1=CC=C(C=C1)C1=NC2=CC=CC=C2C(N1)=O